[AsH3].[Al].[Ga] gallium aluminum arsine